N-(5-(1-methylpiperidin-4-yl)pyridin-2-yl)pyrimidin-2-amine fumarate C(\C=C\C(=O)O)(=O)O.CN1CCC(CC1)C=1C=CC(=NC1)NC1=NC=CC=N1